ONC(CCCCCCN1C(N=CC=C1)N(C1=C(C=CC=C1)C)C1=CC=CC=C1)=O N-(7-(hydroxyamino)-7-oxoheptyl)-2-(phenyl(o-tolyl)amino)pyrimidine